CC(C)(C)N(C(O)=O)CCN.C1(=CC=CC=C1)S(=O)(=O)CCC(CCCCC)=O 1-(phenylsulfonyl)octan-3-one 1,1-dimethylethyl-(2-aminoethyl)carbamate